[Br-].C(C1=CC=CC=C1)[N+]1(CCCCCCC1)CC(=O)NC1=C(C=CC=C1C)C 1-benzyl-1-(2-((2,6-dimethylphenyl)amino)-2-oxoethyl)azocan-1-ium bromide